ClC1=NC(=CC(=C1)C(F)F)OC1CN(C1)C 2-chloro-4-(difluoromethyl)-6-((1-methylazetidin-3-yl)oxy)pyridine